5-chloro-3-hydroxy-8-((1-((1R,2R)-2-methoxycyclopropyl)-1H-indazol-6-yl)sulfonyl)quinazoline-2,4(1H,3H)-dione ClC1=C2C(N(C(NC2=C(C=C1)S(=O)(=O)C1=CC=C2C=NN(C2=C1)[C@H]1[C@@H](C1)OC)=O)O)=O